5-(2-{2-[5-(Propan-2-yloxy)chinolin-8-sulfonamido]phenyl}ethynyl)pyridin CC(C)OC1=C2C=CC=NC2=C(C=C1)S(=O)(=O)NC1=C(C=CC=C1)C#CC=1C=CC=NC1